FC1=CC(=C(C=C1)NC=1C(=NC(=CN1)C(F)(F)F)C(=O)NC=1C(=NC(=CC1)OC)C)C 3-((4-fluoro-2-meth-ylphenyl)amino)-N-(6-methoxy-2-meth-ylpyridin-3-yl)-6-(trifluoromethyl)-pyrazine-2-carboxamide